C(C)OC(=O)[C@]1(C[C@H]([C@H](C1)OC(C1=CC=C(C=C1)[N+](=O)[O-])=O)C)CC1=CC(=CC=C1)C1=NC=C(C=N1)F |o1:5,7,8| 4-nitrobenzoic acid (1S*,2R*,4R*)-4-(ethoxycarbonyl)-4-(3-(5-fluoropyrimidin-2-yl) benzyl)-2-methylcyclopentyl ester